C(C)N(CCCCCCOC1=CC=C2C=C(C(OC2=C1)=NO)C(C)=O)CC 7-(6-diethylaminohexyloxy)-3-acetylcoumarin oxime